C(C)OC(CCC(=O)C1=NC(=CC(=C1O)Br)CC1=C(C=CC=C1Cl)Cl)=O 4-[4-Bromo-6-(2,6-dichloro-benzyl)-3-hydroxy-pyridin-2-yl]-4-oxo-butyric acid ethyl ester